3-Amino-6-cyclopropyl-4-(1H-indazol-4-yl)-1H-1,8-phenanthrolin-2-one NC=1C(NC2=C3C=CN=CC3=C(C=C2C1C1=C2C=NNC2=CC=C1)C1CC1)=O